(E)-N-(4-cinnamylaminobutyl)-4-hydroxy-2-methylbut-2-enamide C(C=CC1=CC=CC=C1)NCCCCNC(\C(=C\CO)\C)=O